[Cl-].C[NH+](C1=CC=C(C=C1)OCCCCCCCCCCCCCCCCCC)CCCCCCCCCCCCCCCCCC N-methyl-N-octadecyl-4-(octadecyloxy)anilinium chloride salt